Cl.C1(CC1)NCC1=CC=CC=C1 (S)-cyclopropyl-(phenyl)methylamine hydrochloride